C(#C)C=1C=CC(=NC1)C1=NC=CC=C1.C(#C)C=1C=CC(=NC1)C1=NC=CC=C1.C(#C)C=1C=CC(=NC1)C1=NC=CC=C1.[Co+2] Cobalt(II) tris(5-ethynyl-2,2'-bipyridine)